2-(4-(6a,7,9,10-Tetrahydropyrazino[1,2-a]Thieno[4,3,2-De]Quinolin-8(6H)-Yl)Butyl)-3,4-Dihydroisoquinolin-1(2H)-One C1=CC=C2C=3C(CC4N(C13)CCN(C4)CCCCN4C(C1=CC=CC=C1CC4)=O)=CS2